BrC=1C=C(C(N(C1)C)=O)NC1=NN2C(CNCC2)=C1 5-Bromo-1-methyl-3-(4,5,6,7-tetrahydropyrazolo[1,5-a]pyrazin-2-ylamino)pyridin-2(1H)-one